4-bromo-3-fluoro-2-iodo-1-(benzenesulfonyl)-1H-indole BrC1=C2C(=C(N(C2=CC=C1)S(=O)(=O)C1=CC=CC=C1)I)F